CC1(OB(OC1(C)C)C=1C=C(C=CC1)C)C 4,4,5,5-Tetramethyl-2-(m-tolyl)-1,3,2-dioxaborolane